TETRAHYDROFURANDICARBOXYLIC ACID O1C(C(CC1)C(=O)O)C(=O)O